2-chloro-4-(((1r,4r)-4-hydroxycyclohexyl)amino)pyrimidine-5-carboxylic acid ethyl ester C(C)OC(=O)C=1C(=NC(=NC1)Cl)NC1CCC(CC1)O